(S)-6-fluoro-5-methyl-N-(3-(1-((1-methyl-1H-pyrazolo[3,4-b]pyrazin-6-yl)amino)ethyl)phenyl)nicotinamide FC1=NC=C(C(=O)NC2=CC(=CC=C2)[C@H](C)NC2=CN=C3C(=N2)N(N=C3)C)C=C1C